2-(3H-pyrrolo[3,2-c]pyridin-3-yl)ethan-1-amine N1=CC(C=2C=NC=CC21)CCN